5-chloro-2-(cyclopropylethynyl)pyridine ClC=1C=CC(=NC1)C#CC1CC1